(S)-(+)-2-((2,2-Dimethyl-1,3-dioxolan-4-yl)methoxy)pyridin-4-amine CC1(OC[C@@H](O1)COC1=NC=CC(=C1)N)C